C(C)OC(C[C@@H](C=1C=C(C(=CC1)OC)C1=C(C=CC=C1C)C)NC(=O)NC=1C(N(C=CC1O)C)=O)=O (S)-3-(3-(4-hydroxy-1-methyl-2-oxo-1,2-dihydropyridin-3-yl)ureido)-3-(6-methoxy-2',6'-dimethylbiphenyl-3-yl)propionic acid ethyl ester